azaphosphole C1=CPN=C1